ClC1=CC=C(C=C1)CNC(=O)NC1=CC=C(C=C1)CC(=O)N1CC2(CN(C2)C(=O)OC(C)(C)C)C1 tert-butyl 6-{2-[4-({[(4-chlorophenyl)methyl]amino} carbonylamino)phenyl]acetyl}-2,6-diazaspiro[3.3]heptane-2-carboxylate